ClC=1C(=NC(=NC1)NC1=C(C=C(C(=C1)C)N1CCC(CC1)N1CCN(CC1)C)OC)NC1=C(C=CC=C1)CS(=O)(=O)N (2-((5-chloro-2-((2-methoxy-5-methyl-4-(4-(4-methylpiperazin-1-yl)piperidin-1-yl)phenyl)amino)pyrimidin-4-yl)amino)phenyl)methanesulfonamide